C(#N)C1=CC(=C(OCC2=NC=CC(=N2)O[C@H]2[C@@H]3CN([C@H](C2)C3)CC3=NC2=C(N3C[C@H]3OCC3)C=C(C=C2)C(=O)O)C=C1)F 2-{[(1S,4S,5R)-5-({2-[(4-cyano-2-fluorophenoxy)methyl]pyrimidin-4-yl}oxy)-2-azabicyclo[2.2.1]heptan-2-yl]methyl}-1-{[(2S)-oxetan-2-yl]methyl}-1H-1,3-benzodiazole-6-carboxylic acid